N1C(=CC=2C=NC=CC21)CNC(=O)[C@H]2N(CCC2)C(CNC(=O)C2=CC1=C(OC3=C1C=CC=C3C)C=C2)=O (S)-N-((1H-pyrrolo[3,2-c]pyridin-2-yl)methyl)-1-((6-methyldibenzo[b,d]furan-2-carbonyl)glycyl)pyrrolidine-2-carboxamide